FC1([C@H](C1)C(=O)N1C[C@@H](CC[C@@H]1C)NC1=C2C(=NC=C1C(=O)OCC)NC=C2)F ethyl 4-(((3R,6S)-1-((R)-2,2-difluorocyclopropane-1-carbonyl)-6-methylpiperidin-3-yl)amino)-1H-pyrrolo[2,3-b]pyridine-5-carboxylate